di(2-ethylhexyl) 1-methyl-2-((2-ethylhexyl) amino)-propylphosphonate CC(C(C)NCC(CCCC)CC)P(OCC(CCCC)CC)(OCC(CCCC)CC)=O